(S)-Methyl 3-((R)-3-amino-3-(4-chlorobenzyl)piperidine-1-carbonyl)-5,5,5-trifluoropentanoate N[C@@]1(CN(CCC1)C(=O)[C@@H](CC(=O)OC)CC(F)(F)F)CC1=CC=C(C=C1)Cl